((3-fluoro-4'-(trifluoromethyl)-[1,1'-biphenyl]-4-yl)oxy)-1H-1,2,3-triazole-4-carboxylic acid FC=1C=C(C=CC1ON1N=NC(=C1)C(=O)O)C1=CC=C(C=C1)C(F)(F)F